NCCCCCCCNS(=O)(=O)C1=CC=C(C=C1)S(=O)(=O)NC=1C=CC(=C2C(=CNC12)Cl)Cl N1-(7-aminoheptyl)-N4-(3,4-dichloro-1H-indol-7-yl)benzene-1,4-disulfonamide